2-oxo-6-(2,2,2-trifluoroethyl)-1,2,5,6,7,8-hexahydro-1,6-naphthyridine O=C1NC=2CCN(CC2C=C1)CC(F)(F)F